FC=1C=2N(C=C(C1)NC(=O)C1=CC=C(C3=CN(N=C13)C)N1C[C@H](N([C@H](C1)C)C(=O)OC(C)(C)C)C)C=C(N2)C tert-butyl (2R,6S)-4-[7-({8-fluoro-2-methylimidazo[1,2-a]pyridin-6-yl}carbamoyl)-2-methylindazol-4-yl]-2,6-dimethylpiperazine-1-carboxylate